COC1=CC=C(C=C1)C=1NC=CC1 4-methoxyphenyl-pyrrole